4-{[1,1'-biphenyl]-4-sulfonamido}benzoic acid C1(=CC=C(C=C1)S(=O)(=O)NC1=CC=C(C(=O)O)C=C1)C1=CC=CC=C1